6-(1-(3-Chloropyridin-2-yl)-3-(2,2,2-trifluoroethoxy)-1H-pyrazol-5-carboxamido)-5-methyl-N-(2,2,2-trifluoroethyl)pyrazolo[1,5-a]pyridin-7-carboxamid ClC=1C(=NC=CC1)N1N=C(C=C1C(=O)NC=1C(=CC=2N(C1C(=O)NCC(F)(F)F)N=CC2)C)OCC(F)(F)F